4-(pyridylthio)cyclohexanone N1=C(C=CC=C1)SC1CCC(CC1)=O